(6-([1,1'-biphenyl]-3-yl)dibenzo[b,d]furan-1-yl)boronic acid C1(=CC(=CC=C1)C1=CC=CC=2C3=C(OC21)C=CC=C3B(O)O)C3=CC=CC=C3